C(#N)C1=CC(=C(COC2=NSC(=N2)C2=CC(=C(CC3=NC4=C(N3CCOC)C=C(C=C4)C(=O)O)C=C2)F)C=C1)F (4-(3-((4-cyano-2-fluorobenzyl)oxy)-1,2,4-thiadiazol-5-yl)-2-fluorobenzyl)-1-(2-methoxyethyl)-1H-benzo[d]imidazole-6-carboxylic acid